FC1=C(OC2=CC=C(C=C2)C2=NC=3N(C(NC(C3N2C)=O)=O)CC(C(F)(F)F)O)C=CC(=C1)OC(F)(F)F 8-(4-(2-fluoro-4-(trifluoromethoxy)phenoxy)phenyl)-7-methyl-3-(3,3,3-trifluoro-2-hydroxypropyl)-3,7-dihydro-1H-purine-2,6-dione